4-(4-chloro-2-fluorophenyl)piperidin ClC1=CC(=C(C=C1)C1CCNCC1)F